(S)-5-cyclopropyl-6-ethyl-3-((2-(2-(2-(methylamino)propanamido)ethyl)pyridin-4-yl)amino)pyrazine-2-carboxamide C1(CC1)C=1N=C(C(=NC1CC)C(=O)N)NC1=CC(=NC=C1)CCNC([C@H](C)NC)=O